tert-butyl(1-(2-chloroquinolin-5-yl)cyclopropyl)carbamate C(C)(C)(C)OC(NC1(CC1)C1=C2C=CC(=NC2=CC=C1)Cl)=O